methyl 4-(5-bromo-6-methoxy-pyrazolo[3,4-b]pyridin-2-yl)cyclohexanecarboxylate BrC1=CC=2C(N=C1OC)=NN(C2)C2CCC(CC2)C(=O)OC